BrC=1C=NN(C1)[C@@H]1CN(CC[C@H]1O)C(=O)OC(C)(C)C tert-butyl trans-3-(4-bromo-1H-pyrazol-1-yl)-4-hydroxypiperidine-1-carboxylate